N-(8,9-difluoro-6-oxo-1,2,3,4,5,6-hexahydrobenzo[c][1,7]naphthyridin-1-yl)-N-methyl-1H-indazole-6-carboxamide FC=1C(=CC2=C(C(NC=3CNCC(C23)N(C(=O)C2=CC=C3C=NNC3=C2)C)=O)C1)F